3-(3-chloro-4-piperazin-1-yl-anilino)piperidine-2,6-dione ClC=1C=C(NC2C(NC(CC2)=O)=O)C=CC1N1CCNCC1